FC1(CC(C1)N1C(=NC2=NC=C(C=C21)C=2C=CN1N=C(N=CC12)N[C@@H]1CC[C@@H](CC1)N)C)F cis-N1-(5-(1-(3,3-difluorocyclobutyl)-2-methyl-1H-imidazo[4,5-b]pyridin-6-yl)pyrrolo[2,1-f][1,2,4]triazin-2-yl)cyclohexane-1,4-diamine